6-Ethynyl-2-hydroxy-1-naphthaldehyde C(#C)C=1C=C2C=CC(=C(C2=CC1)C=O)O